ClC=1N=C(C=2OC[C@H]3COC[C@@H](N3C2N1)C)CO ((5S,8aR)-3-chloro-5-methyl-5,6,8a,9-tetrahydro-8H-7,10-dioxa-2,4,4b-Triazaphenanthrene-1-yl)-methanol